3-chloro-4-(2,4-difluorobenzyloxy)-6-methyl-1-(1H-pyrazol-3-ylmethyl)-1H-pyridin-2-one ClC=1C(N(C(=CC1OCC1=C(C=C(C=C1)F)F)C)CC1=NNC=C1)=O